CC1=C(C(=O)P(C2=CC=C(C=C2)OC)(C2=CC=C(C=C2)OC)=O)C(=CC=C1)C 2,6-dimethylbenzoyl-bis(4-methoxyphenyl)phosphine oxide